(S)-N-(8,9-difluoro-6-oxo-1,4,5,6-tetrahydro-2H-pyrano[3,4-c]isoquinolin-1-yl)-3-fluoro-4-(trifluoromethyl)benzamide FC=1C(=CC=2C3=C(NC(C2C1)=O)COC[C@H]3NC(C3=CC(=C(C=C3)C(F)(F)F)F)=O)F